C(CC#C)N[C@@H](CCC(=O)O)C(=O)O but-3-yn-1-yl-L-glutamic acid